FC=1C(=C(C=CC1)C=1C=C2C(=NN1)NC[C@@]1(N2C[C@@H](C1)OC1=NC(=C(C(=N1)C)C(=O)OCC)C)C)O Ethyl 2-(((6aR,8R)-2-(3-fluoro-2-hydroxyphenyl)-6a-methyl-5,6,6a,7,8,9-hexahydropyrrolo[1',2':4,5]pyrazino[2,3-c]pyridazin-8-yl)oxy)-4,6-dimethylpyrimidine-5-carboxylate